C(N=CC=CC=NC=CC=CCCNCCOCCNCC)(=O)O 17-oxa-2,7,14,20-tetraazadocosapentaenoic acid